1-(5-chloro-2-ethoxybenzyl)-4-ethylpiperazine ClC=1C=CC(=C(CN2CCN(CC2)CC)C1)OCC